5,10,15,20-tetrakis(4-carboxyphenyl)porphyrin cobalt [Co].C(=O)(O)C1=CC=C(C=C1)C=1C2=CC=C(N2)C(=C2C=CC(C(=C3C=CC(=C(C=4C=CC1N4)C4=CC=C(C=C4)C(=O)O)N3)C3=CC=C(C=C3)C(=O)O)=N2)C2=CC=C(C=C2)C(=O)O